BrC1=NN(C2=C1N=CNC2=O)C 3-bromo-1-methyl-1,6-dihydro-7H-pyrazolo[4,3-d]pyrimidin-7-one